CC1=C(C=CC(=C1)O)C1=CC=C(C(=O)O)C=C1 4-(2-methyl-4-hydroxyphenyl)benzoic acid